C(C=C)C1=C(OC2=NC(=NC(=N2)OC2=C(C=CC=C2)CC=C)OC2=C(C=CC=C2)CC=C)C=CC=C1 2,4,6-tris(allylphenoxy)-s-triazine